COC(CO)CO 2-O-methyl-racemic-glycerol